4-bromo-5-methyl-1-(2,2,2-trifluoroethyl)pyrazole BrC=1C=NN(C1C)CC(F)(F)F